COCOCC1=NC=CC(=C1)C1CN(CCC1=O)C(=O)OC(C)(C)C tert-butyl 3-(2-((methoxymethoxy)methyl)pyridin-4-yl)-4-oxopiperidine-1-carboxylate